4-(4-((5-(Benzyloxy)-2-(4-(benzyloxy)phenyl)-3-methyl-3H-indol-3-yl)methyl)-phenoxy)butanal C(C1=CC=CC=C1)OC=1C=C2C(C(=NC2=CC1)C1=CC=C(C=C1)OCC1=CC=CC=C1)(C)CC1=CC=C(OCCCC=O)C=C1